CP(=O)(N)Cl methylphosphonamidic chloride